6-(2,6-difluoro-4-(2-methyl-2H-indazol-4-yl)benzyl)-6,7-dihydro-5H-pyrrolo[3,4-b]pyridin-5-one-7,7-d2 FC1=C(CN2C(C3=NC=CC=C3C2=O)([2H])[2H])C(=CC(=C1)C=1C2=CN(N=C2C=CC1)C)F